Cl.FCCN1CC(OCC1)NCCC N-(2-fluoroethyl)-2-propylaminomorpholine hydrochloride